C(C)(C)(C)C1=C(C(=C(C=O)C(=C1)C)C)O 4-tert-butyl-3-hydroxy-2,6-dimethylbenzaldehyde